2-(3-(3-amino-4-bromo-1H-pyrazol-1-yl)-1-(isopropylsulfonyl)azetidin-3-yl)acetonitrile NC1=NN(C=C1Br)C1(CN(C1)S(=O)(=O)C(C)C)CC#N